(8R,9S,10S)-10-(acetamidomethyl)-N-(4-methoxyphenyl)-9-[4-(2-phenylethynyl)phenyl]-1,6-diazabicyclo[6.2.0]decane-6-carboxamide C(C)(=O)NC[C@@H]1[C@@H]([C@@H]2CN(CCCCN12)C(=O)NC1=CC=C(C=C1)OC)C1=CC=C(C=C1)C#CC1=CC=CC=C1